3-(4-bromophenyl)-2-((tert-butoxycarbonyl)amino)propanoic acid BrC1=CC=C(C=C1)CC(C(=O)O)NC(=O)OC(C)(C)C